C(C(C)=C)OCC(C(=O)OC1=C(C(=CC=C1)C)C)=C dimethylphenyl α-methallyloxymethylacrylate